NC1=C(C=C(C=N1)NC(C(=O)N1[C@H](CC[C@@H](C1)C)C=1C=CC2=C(N=C(S2)N2CCOCC2)C1)=O)CC N-(6-amino-5-ethylpyridin-3-yl)-2-((2R,5S)-5-methyl-2-(2-morpholinobenzo[d]thiazol-5-yl)piperidin-1-yl)-2-oxoacetamide